tert-butyl (E)-N-(4-((4-((((4-nitrophenoxy)carbonyl)oxy)methyl)phenyl)diazenyl)benzoyl)-N-(tetrahydrofuran-2-yl)glycinate [N+](=O)([O-])C1=CC=C(OC(=O)OCC2=CC=C(C=C2)/N=N/C2=CC=C(C(=O)N(CC(=O)OC(C)(C)C)C3OCCC3)C=C2)C=C1